BrC1=CC=C(C=C1)C1=CC(=CC=C1)[Si](C1=CC=CC=C1)(C1=CC=CC=C1)C1=CC=CC=C1 [4'-bromo-(1,1'-biphenyl)-3-yl]Triphenylsilane